4-[(1S,4S,5R)-5-[[4-cyclopropyl-1-(2,6-dichlorophenyl)-1H-pyrazol-5-yl]methoxy]-2-azabicyclo[2.2.1]heptan-2-yl]-N-(oxane-4-sulfonyl)benzamide C1(CC1)C=1C=NN(C1CO[C@H]1[C@@H]2CN([C@H](C1)C2)C2=CC=C(C(=O)NS(=O)(=O)C1CCOCC1)C=C2)C2=C(C=CC=C2Cl)Cl